FC=1C=C2C=C(NC2=CC1)C(CCCC)O 1-(5-fluoro-1H-indol-2-yl)pentan-1-ol